N=1C=C(N2C1C=CC=C2)C(C)C 2-{imidazo[1,2-a]pyridin-3-yl}propan